5-(tetrahydrofuran-3-yl)picolinaldehyde O1CC(CC1)C=1C=CC(=NC1)C=O